androsta-4-ene C[C@@]12CCC[C@H]1[C@@H]1CCC3=CCCC[C@]3(C)[C@H]1CC2